FC1=C(C=C(C=C1C(F)(F)F)N1N=CC=2C1=CN=C(C2)N2[C@@H](COCC2)C)O (R)-2-Fluoro-5-(5-(3-methyl-morpholino)-1H-pyrazolo[3,4-c]pyridin-1-yl)-3-(trifluoro-methyl)phenol